N-[(3,5-dichloro-2,4-difluorophenyl)carbamoyl]-2,6-difluorobenzamide ClC=1C(=C(C=C(C1F)Cl)NC(=O)NC(C1=C(C=CC=C1F)F)=O)F